6-(2,5-dioxopyrrol-1-yl)hexanehydrazide O=C1N(C(C=C1)=O)CCCCCC(=O)NN